(6-((2,4-Dimethoxybenzyl)amino)-5-methoxypyrimidin-4-yl)acetic acid methyl ester COC(CC1=NC=NC(=C1OC)NCC1=C(C=C(C=C1)OC)OC)=O